1-pyridin-2-yl-ethylamine N1=C(C=CC=C1)C(C)N